C(#N)C1=NN(C(=C1)C)C1=NC(=CC=C1[C@H](C)OC(C(C)C)=O)N1C=NC2=C1C=CC(=C2)NC=2N=NC(=CC2)C 2-methylpropionic acid [(1s)-1-[2-(3-cyano-5-methyl-pyrazol-1-yl)-6-[5-[(6-methylpyridazin-3-yl)amino]benzimidazol-1-yl]-3-pyridyl]ethyl] ester